(R)-3-hydroxy-1-methyl-3-((4-methyl-3-(4,4,5,5-tetramethyl-1,3,2-dioxaborolan-2-yl)phenyl)ethynyl)-pyrrolidin-2-one O[C@@]1(C(N(CC1)C)=O)C#CC1=CC(=C(C=C1)C)B1OC(C(O1)(C)C)(C)C